4-amino-5-[2-(2,6-difluorophenyl)ethynyl]-7-[(2R,3R,4S,5R)-3,4-dihydroxy-5-[(sulfamoylamino)methyl]-tetrahydrofuran-2-yl]pyrrolo[2,3-d]pyrimidine NC=1C2=C(N=CN1)N(C=C2C#CC2=C(C=CC=C2F)F)[C@@H]2O[C@@H]([C@H]([C@H]2O)O)CNS(N)(=O)=O